2-pentenyl carbonate C(OCC=CCC)([O-])=O